16-Hydroxy-heptadecanoic acid OC(CCCCCCCCCCCCCCC(=O)O)C